C([N])[N] carbene dinitrogen